NC=1N=NC(=CC1OCC(CNC(=O)C1CCN(CC1)C=1C=C2C(N(C(C2=CC1)=O)C1C(NC(CC1)=O)=O)=O)C1=CC=CC=C1)C1=C(C=CC=C1)O N-[3-[3-amino-6-(2-hydroxyphenyl)pyridazin-4-yl]oxy-2-phenyl-propyl]-1-[2-(2,6-dioxo-3-piperidyl)-1,3-dioxo-isoindolin-5-yl]piperidine-4-carboxamide